CC=1OC=CC1C(=O)NC1=NN(C2=NC(=CC=C21)C)CC2=CC=C(C=C2)C(F)(F)F 2-methyl-N-(6-methyl-1-(4-(trifluoromethyl)benzyl)-1H-pyrazolo[3,4-b]pyridin-3-yl)furan-3-carboxamide